5-(4-fluorophenyl)-4-hydroxy-N-[4-(7-methoxyquinolin-4-yl)oxyphenyl]-6-methylpyridine-3-carboxamide FC1=CC=C(C=C1)C=1C(=C(C=NC1C)C(=O)NC1=CC=C(C=C1)OC1=CC=NC2=CC(=CC=C12)OC)O